[N+](=O)([O-])[Co] NitroCobalt